COCC(C)N1C[C@@H]([C@H](CC1)NC(=O)C1=CC(=CC=2N(C=NC21)CC(F)(F)F)C#CCNC=2C(OC)=CC(=C(C2)C(NC)=O)F)C N-[(3S,4S)-1-(2-methoxy-1-methylethyl)-3-methyl-4-piperidyl]-6-{3-[4-(N-methylcarbamoyl)-5-fluoro-2-anisidino]-1-propynyl}-1-(2,2,2-trifluoroethyl)-1H-1,3-benzimidazole-4-carboxamide